C1(CC1)C=1N=C(C(=NC1CC)C(=O)N)NC1=CC(=CC=C1)CCNC([C@H](C)N(C(\C=C\CN(C)C)=O)C)=O (S,E)-5-cyclopropyl-3-((3-(2-(2-(4-(dimethylamino)-N-methylbut-2-enamido)propanamido)ethyl)phenyl)amino)-6-ethylpyrazine-2-carboxamide